BrC1=CC=C(C(=N1)CN(C)C)OCC1CCC(CC1)(F)F 1-(6-bromo-3-((4,4-difluorocyclohexyl)methoxy)pyridin-2-yl)-N,N-dimethylmethylamine